C(CCCCCC)(=O)OOC(C)(C)C1=CC=CC=C1 cumyl peroxy-n-heptanoate